C1(CC1)[C@@H]1C2=C(N(C([C@@H]1NC(C1=CC(=CC=C1)C(F)(F)F)=O)=O)CC)N(N=C2CO)CCC |r| rac-N-((4R,5R)-4-cyclopropyl-7-ethyl-3-(hydroxymethyl)-6-oxo-1-propyl-4,5,6,7-tetrahydro-1H-pyrazolo[3,4-b]pyridin-5-yl)-3-(trifluoromethyl)benzamide